4-[(8-cyclopentyl-7-ethyl-5-methyl-6-oxo-7H-pteridin-2-yl)amino]-3-methoxy-N-[2-(methylamino)ethyl]benzamide C1(CCCC1)N1C(C(N(C=2C=NC(=NC12)NC1=C(C=C(C(=O)NCCNC)C=C1)OC)C)=O)CC